1-[(3R)-1-(azetidin-3-yl)-3-piperidyl]-3-(4-phenoxyphenyl)pyrazolo[3,4-d]pyrimidin-4-amine N1CC(C1)N1C[C@@H](CCC1)N1N=C(C=2C1=NC=NC2N)C2=CC=C(C=C2)OC2=CC=CC=C2